5'E-Vinylphosphonate C(=C)P([O-])([O-])=O